NCC1CN(C1)C1=NC(=C2C(N(C=NN21)CC2=NC(=NO2)[C@@H]2CO[C@H](C2)C2=CC=C(C=C2)Cl)=O)C 7-(3-(aminomethyl)azetidin-1-yl)-3-((3-((3R,5R)-5-(4-chlorophenyl)tetrahydro-furan-3-yl)-1,2,4-oxadiazol-5-yl)methyl)-5-methylimidazo[5,1-f][1,2,4]triazin-4(3H)-one